M-methyl-cinnamic acid CC=1C=C(C=CC(=O)O)C=CC1